BrC=1N=C(N(C1Br)C)C1=C(C#N)C=CC=C1 (4,5-dibromo-1-methyl-1H-imidazol-2-yl)benzonitrile